ClC=1C(=CC2=C(N(CN=C2N2[C@H](CN(CC2)S(=O)(=O)C2=C(C(=C(C(=C2F)F)F)F)F)C)C=2C(=NC=CC2C)C(C)C)N1)F 7-chloro-6-fluoro-1-(2-isopropyl-4-methylpyridin-3-yl)-4-((S)-2-methyl-4-((perfluorophenyl)sulfonyl)piperazin-1-yl)pyrido[2,3-d]Pyrimidin